6-(phenanthren-9-yl)-5,6-dihydrobenzene C1=CC=CC=2C3=CC=CC=C3C(=CC12)C1CC=CC=C1